((1r,2s)-2-(tert-butoxycarbonyl)-2-methylcyclopropyl)pent-4-enoic acid C(C)(C)(C)OC(=O)[C@@]1([C@H](C1)C(C(=O)O)CC=C)C